3-(9-((4-(aminomethyl)-2-methylphenyl)carbamoyl)-4,5-dihydrobenzo[b]thieno[2,3-d]oxepin-8-yl)-6-(bicyclo[2.2.1]heptan-2-ylcarbamoyl)picolinic acid NCC1=CC(=C(C=C1)NC(=O)C1=CC2=C(OCCC3=C2SC=C3)C=C1C=1C(=NC(=CC1)C(NC1C3CCC(C1)C3)=O)C(=O)O)C